COC1NC=C(N=C1)C(=O)O 5-methoxy-4,5-dihydropyrazine-2-carboxylic acid